NC1=C(C=C(C=C1)N1CCC2N(CCC21)C(=O)OC(C)(C)C)C(=O)OC tert-Butyl 4-(4-amino-3-(methoxycarbonyl)phenyl)hexahydropyrrolo[3,2-b]pyrrole-1(2H)-carboxylate